OC1CCN(CC1)C(=O)NCCCC(CCCC(CCCCC(CCCC(CCC)C)C)C)C 1-[4-hydroxypiperidinamido](2E,4E,6E,8E,10E,12E,14E,16Z,18E)-4,8,13,17-tetramethyleicosane